2-((4-fluoro-3-methylphenyl)amino)-N-(4-phenylpyridin-3-yl)pyrimidine-4-carboxamide FC1=C(C=C(C=C1)NC1=NC=CC(=N1)C(=O)NC=1C=NC=CC1C1=CC=CC=C1)C